3-[(4-amino-9,10-dihydro-3-methyl-9,10-dioxo-1-anthracenyl)amino]-N,N,N-trimethyl-1-propanaminium bromide [Br-].NC1=C(C=C(C=2C(C3=CC=CC=C3C(C12)=O)=O)NCCC[N+](C)(C)C)C